1-(2-Fluoroethyl)-6-oxo-1,6-dihydropyridazine-3-carboxylic acid FCCN1N=C(C=CC1=O)C(=O)O